N,N-Dimethyl-2-(6-(3-(((2-(trifluoromethyl)pyridin-3-yl)oxy)methyl)piperidin-1-yl)-1H-pyrazolo[3,4-b]pyrazin-1-yl)ethan-1-amine CN(CCN1N=CC=2C1=NC(=CN2)N2CC(CCC2)COC=2C(=NC=CC2)C(F)(F)F)C